1-(4-(cyano(4-fluorophenyl)methylene)piperidine-1-carbonyl)azetidine-3-carbonitrile C(#N)C(=C1CCN(CC1)C(=O)N1CC(C1)C#N)C1=CC=C(C=C1)F